6-(4-isopropyl-3-(2-(1-isopropylpiperidin-4-yl)pyrimidin-5-yl)-1H-pyrazol-5-yl)-8-methyl-[1,2,4]triazolo[1,5-a]pyridine C(C)(C)C=1C(=NNC1C=1C=C(C=2N(C1)N=CN2)C)C=2C=NC(=NC2)C2CCN(CC2)C(C)C